C(\C(\C)=C/C(=O)OCC=C)(=O)OCC=C diallyl citraconate